2,4,4-trimethylhexamethylenediamin CC(CN)CC(CCN)(C)C